C(=O)[C@@H]1C[C@H](C1)NC(OC(C)(C)C)=O tert-butyl N-(trans-3-formylcyclobutyl)carbamate